N2-(2-methoxy-4-(methyl-sulfonyl)phenyl)-N4-(2-methoxyethyl)-7H-pyrrolo[2,3-d]pyrimidine-2,4-diamine 2,2,2-trifluoroacetate FC(C(=O)O)(F)F.COC1=C(C=CC(=C1)S(=O)(=O)C)NC=1N=C(C2=C(N1)NC=C2)NCCOC